5-chloro-2-(1-((2,6-diamino-5-cyanopyrimidin-4-yl)amino)propyl)-4-oxoquinazolin ClC1=C2C(NC(=NC2=CC=C1)C(CC)NC1=NC(=NC(=C1C#N)N)N)=O